C(C)(C)(C)N1N=CC(=C1)C1=CC(=NC=C1)N(C(=O)C1CCC(CC1)N1CC(C1)O)CC12CCC(CC1)(CC2)C2=CC(=C(C=C2)OC)C 4-((4-(1-(tert-butyl)-1H-pyrazol-4-yl)pyridin-2-yl)((4-(4-methoxy-3-methylphenyl)bicyclo[2.2.2]octan-1-yl)methyl)carbamoyl)cyclohexyl-3-hydroxyazetidine